ethyl 2,5-diethyl-4-sulfamoylfuran-3-carboxylate C(C)C=1OC(=C(C1C(=O)OCC)S(N)(=O)=O)CC